COCCOCC(COCCOC)OCC1OC1 2-(((2,5,9,12-tetraoxatridecan-7-yl)oxy)methyl)oxirane